1-((4-(cyclopropylmethyl)piperazin-1-yl)methyl)cyclopropan-1-amine C1(CC1)CN1CCN(CC1)CC1(CC1)N